C(C1=CC=CC=C1)OC(=O)N1CCC(=CC1C1=CC=C(C=C1)C(=O)OC)C1=CSC=C1 6-(4-(methoxycarbonyl)phenyl)-4-(thiophen-3-yl)-3,6-dihydropyridine-1(2H)-carboxylic acid benzyl ester